1,3-Dichloro-9,9-dimethyl-6-(2-(piperazin-1-yl)ethoxy)-9,10-dihydroacridine ClC1=CC(=CC=2NC3=CC(=CC=C3C(C12)(C)C)OCCN1CCNCC1)Cl